NC1=NC=NN2C1=C(C=C2[C@@H]2CN(CC2)C(C=C)=O)C#CC2=C(C(=NC(=C2F)OC)OC)F (S)-1-(3-(4-amino-5-((3,5-difluoro-2,6-dimethoxypyridin-4-yl)ethynyl)pyrrolo[2,1-f][1,2,4]triazin-7-yl)pyrrolidin-1-yl)prop-2-en-1-one